COC(=O)C1=C(C=C(C=C1)C1=CC(=C(C=C1)F)F)N1C(C2=CC(=CC=C2C1)C=1N=NNC1)=O 3',4'-Difluoro-3-[1-oxo-6-(1H-[1,2,3]triazol-4-yl)-1,3-dihydroisoindol-2-yl]biphenyl-4-carboxylic acid methyl ester